NC1=CC(=C2CC(C(C2=C1)O[Si](C)(C)C(C)(C)C)C(=O)OCC)F ethyl 6-amino-1-[tert-butyl(dimethyl)silyl]oxy-4-fluoro-indane-2-carboxylate